5-Phosphoribosyl monophosphate P(=O)(OC1[C@H](O)[C@H](O)[C@H](O1)COP(=O)(O)O)([O-])[O-]